6-benzyloxy-N-phenyl-7-methoxy-1,2,3,4-tetrahydroisoquinoline C(C1=CC=CC=C1)OC=1C=C2CCN(CC2=CC1OC)C1=CC=CC=C1